2-(3-cyano-5-fluoro-phenyl)thiazole-5-carboxylic acid C(#N)C=1C=C(C=C(C1)F)C=1SC(=CN1)C(=O)O